C(C)OC(C1=CC=C(C=C1)NC(C(CCOC(C)(C)C)N1C(C=C(C(=C1)OC)C1=C(C=CC(=C1)Cl)C1=CN=CO1)=O)=O)=O 4-[(4-tert-butoxy-2-{4-[5-chloro-2-(1,3-oxazol-5-yl)phenyl]-5-methoxy-2-oxopyridin-1(2H)-yl}butanoyl)amino]benzoic acid ethyl ester